3-amino-5-(4,4,5,5-tetramethyl-1,3,2-dioxaborolan-2-yl)benzonitrile NC=1C=C(C#N)C=C(C1)B1OC(C(O1)(C)C)(C)C